2-(((3,5-dimethyl-2-oxooxazolidin-5-yl)methoxy)methyl)-6-(trifluoromethyl)nicotinic acid CN1C(OC(C1)(C)COCC1=C(C(=O)O)C=CC(=N1)C(F)(F)F)=O